1-(4-methoxyphenyl)azetidin-3-ylmethanesulfonic acid methyl ester COS(=O)(=O)CC1CN(C1)C1=CC=C(C=C1)OC